C(C(C)C)[Si](C[Si](Cl)(Cl)Cl)(Cl)Cl isobutyl-1,1,3,3,3-penta-chloro-1,3-disilapropane